(R)-2-ethyl-2,3-dihydrothieno[2',3':4,5]benzo[1,2-f][1,4]oxazepine-4(5H)-carboxylic acid 2,2,2-trichloroethyl ester ClC(COC(=O)N1C[C@H](OC2=C(C1)C=C1C(=C2)SC=C1)CC)(Cl)Cl